C(C)N(C(=O)NC=1C=C2C(=CNC2=CC1)C1=CCN2CCCCC2CC1)C(C)C ethyl-N-isopropyl-N'-(3-(1-azabicyclo[5.4.0]undec-3-en-4-yl)-1H-indol-5-yl)urea